NC1=CC(=C(C=C1)N1CCN(CC1)CCN1CCC(CC1)NC(OC(C)(C)C)=O)F tert-Butyl N-(1-{2-[4-(4-amino-2-fluorophenyl)piperazin-1-yl]ethyl}piperidin-4-yl)carbamate